FC(C=1N=CSC1)(C1=CC=CC=C1)F 4-[difluoro(phenyl)methyl]-1,3-thiazol